Cl.NCC1=CC=C(S1)C(CSC1=NC(=NC2=CC=CC=C12)CC)=O 1-(5-(aminomethyl)thiophen-2-yl)-2-((2-ethylquinazolin-4-yl)thio)ethanone hydrochloride